4-butyl-N,N'-diphenyl-benzoyl-hydrazine C(CCC)C1=CC=C(C(=O)N(NC2=CC=CC=C2)C2=CC=CC=C2)C=C1